C(C)C1=CC=C(C=C1)N1N=C2N(C1=O)[C@@H](CC2)C2=CC=CC=C2 (S)-2-(4-ethylphenyl)-5-phenyl-2,5,6,7-tetrahydro-3H-pyrrolo[2,1-c][1,2,4]triazol-3-one